OCCOCCOCC#CC1=CC2=C(N(C(N2C)=O)C2C(NC(CC2)=O)=O)C=C1 3-(5-[3-[2-(2-hydroxyethoxy)eth-oxy]prop-1-yn-1-yl]-3-methyl-2-oxo-2,3-dihydro-1H-1,3-benzodiazol-1-yl)piperidine-2,6-dione